N-(cyclohexylmethyl)ethane-1,2-diamine C1(CCCCC1)CNCCN